C(C)(C)[C@H]1N(CCOC2=C1C=CC(=C2)C(=O)OC)C(=O)C2COC2 Methyl (R)-5-isopropyl-4-(oxetane-3-carbonyl)-2,3,4,5-tetrahydrobenzo[f][1,4]oxazepine-8-carboxylate